diphenylcyclodecane C1(=CC=CC=C1)C1(CCCCCCCCC1)C1=CC=CC=C1